iron iodide [Fe](I)I